8-(4-(4-(4-(2,4-dioxotetrahydropyrimidin-1(2H)-yl)-3-fluorobenzyl)piperazin-1-yl)piperidin-1-yl)-9-ethyl-6,6-dimethyl-11-oxo-6,11-dihydro-5H-benzo[b]carbazole-3-carbonitrile O=C1N(CCC(N1)=O)C1=C(C=C(CN2CCN(CC2)C2CCN(CC2)C=2C(=CC3=C(C(C=4NC5=CC(=CC=C5C4C3=O)C#N)(C)C)C2)CC)C=C1)F